CC(=O)O[C@H]1C[C@@H]2CC[C@@H]3[C@@H]([C@]2(C[C@@H]1N4CCCCC4)C)CC[C@]5([C@H]3C[C@@H]([C@@H]5OC(=O)C)[N+]6(CCCCC6)C)C.[Br-] The molecule is the organic bromide salt of a 5alpha-androstane compound having 3alpha-acetoxy-, 17beta-acetoxy-, 2beta-piperidinino- and 16beta-N-methylpiperidinium substituents. It has a role as a nicotinic antagonist, a neuromuscular agent and a muscle relaxant. It is a quaternary ammonium salt and an organic bromide salt. It contains a vecuronium. It derives from a 5alpha-androstane.